O=C1NC(CCC1N1C(C2=CC=C(C=C2C1)CNC(=O)NC1=CC=C(C=C1)OC1CCC(CC1)CO)=O)=O 1-((2-(2,6-Dioxopiperidin-3-yl)-1-oxoisoindolin-5-yl)methyl)-3-(4-(((1s,4s)-4-(hydroxymethyl)cyclohexyl)oxy)phenyl)urea